(3S,4S)-8-[5-(3-chlorophenyl)-6-methylimidazo[1,5-a]pyrazin-8-yl]-3-methyl-2-oxa-8-azaspiro[4.5]decan-4-amine ClC=1C=C(C=CC1)C1=C(N=C(C=2N1C=NC2)N2CCC1([C@@H]([C@@H](OC1)C)N)CC2)C